C1(CC1)C=1C=C(C=C2C=C(C(NC12)=O)CN(C(=O)NC1=CC=C(C=C1)OCC)CCO)C 1-((8-cyclopropyl-6-methyl-2-oxo-1,2-dihydroquinolin-3-yl)methyl)-3-(4-ethoxyphenyl)-1-(2-hydroxyethyl)urea